ClC1=CC=C(C=C1)C1(CC1)C#N 1-(4-chlorophenyl)cyclopropane-1-carbonitrile